N-(2-carbamoyl-4-chloro-6-methyl-phenyl)-2-(3-chloro-2-pyridyl)-5-[[5-(4-pyridyl)tetrazol-2-yl]methyl]pyrazole-3-carboxamide C(N)(=O)C1=C(C(=CC(=C1)Cl)C)NC(=O)C=1N(N=C(C1)CN1N=C(N=N1)C1=CC=NC=C1)C1=NC=CC=C1Cl